38,45,49-trioxo-2,5,8,11,14,17,20,23,26,29,32,35-dodecaoxa-39,46,50-triazatripentacontane-53-oic acid O=C(CCOCCOCCOCCOCCOCCOCCOCCOCCOCCOCCOCCOC)NCCCCCC(NCCC(NCCC(=O)O)=O)=O